C1,3-butanediol C(CC(C)O)O